5-Cyclopropyl-N-((3aR,5s,6aS)-octahydrocyclopenta(c)pyrrol-5-yl)isoxazole-3-carboxamide C1(CC1)C1=CC(=NO1)C(=O)NC1C[C@@H]2[C@@H](CNC2)C1